N-(3-cyclopropyl-1H-pyrazol-5-yl)-2-(3-(2,6-dioxopiperidin-3-yl)-1H-indazol-1-yl)acetamide C1(CC1)C1=NNC(=C1)NC(CN1N=C(C2=CC=CC=C12)C1C(NC(CC1)=O)=O)=O